1-(3,4-dihydroxyphenyl)-2-isopropylaminoethanol OC=1C=C(C=CC1O)C(CNC(C)C)O